C(C)(C)CC(C(=O)C1=CC=CC=C1)(C)O isopropyl-2-hydroxy-2-methylpropiophenone